CN(CCCN1C2=C(N(C([C@@H]3[C@@H](C1)CC(N3C3=NC(=CC(=C3)C(F)(F)F)C)=O)=O)C)C=CC=C2C)C (3AR,11aS)-5-(3-(dimethylamino)propyl)-6,10-dimethyl-1-(6-methyl-4-(trifluoromethyl)pyridin-2-yl)-1,3a,4,5,10,11a-hexahydro-2H-benzo[b]pyrrolo[2,3-f][1,4]diazocine-2,11(3H)-dione